(2R,4R)-1-(3-chloro-2-fluorobenzyl)-4-((3-fluoro-5-methyl-6-((3-methyl-1H-pyrazol-5-yl)-amino)pyridin-2-yl)meth-yl)-2-methylpiperidine-4-carboxylic acid ClC=1C(=C(CN2[C@@H](C[C@@](CC2)(C(=O)O)CC2=NC(=C(C=C2F)C)NC2=CC(=NN2)C)C)C=CC1)F